ClC1=C(OCC(CC(C)C)(C)NC(OCC2=CC=CC=C2)=O)C(=CC(=C1)C1=CC=NC2=CC=CC=C12)F Benzyl (1-(2-chloro-6-fluoro-4-(quinolin-4-yl)phenoxy)-2,4-dimethylpentan-2-yl)carbamate